C(CCCCCCCCCCCCCCCCCCC)(=O)OC(CO)CO 1,3-dihydroxypropan-2-yl eicosanoate